N-{[4-(2,6-dimethoxypyridine-3-sulfonyl)phenyl]methyl}imidazo[1,2-a]pyridine-6-carboxamide COC1=NC(=CC=C1S(=O)(=O)C1=CC=C(C=C1)CNC(=O)C=1C=CC=2N(C1)C=CN2)OC